o-coumarate C1=CC=C(C(=C1)/C=C/C(=O)O)O